C[C@H]1CN(C[C@H](N1C)C)CC(=O)N 2-((3S,5R)-3,4,5-trimethylpiperazin-1-yl)acetamide